N-[2-(4-chlorophenyl)ethyl]-3-(3,4-dimethoxyphenyl)-1,2,4-oxadiazol-5-amine ClC1=CC=C(C=C1)CCNC1=NC(=NO1)C1=CC(=C(C=C1)OC)OC